N-(3-ethoxyphenyl)acetamide C(C)OC=1C=C(C=CC1)NC(C)=O